(R)-4-(N-(tert-butoxycarbonyl)-N-methyl-L-leucyl)morpholine-3-carboxylic acid methyl ester COC(=O)[C@@H]1N(CCOC1)C([C@@H](N(C)C(=O)OC(C)(C)C)CC(C)C)=O